3-[3-(1-methyl-6-{[(3-methylphenyl)methyl]oxy}-3-(trifluoromethyl)pyrazolo[3,4-b]pyridin-5-yl)-1,2,4-oxadiazepin-5-yl]phenol CN1N=C(C=2C1=NC(=C(C2)C2=NOC=CC(=N2)C=2C=C(C=CC2)O)OCC2=CC(=CC=C2)C)C(F)(F)F